NC1=CC=CC(=N1)S(=O)(=O)NC(=O)C=1C(=NC(=CC1)C1=CC(=CC(=C1)OC)F)OC1=C(C=C(C=C1C)C)C N-[(6-Amino-2-pyridyl)sulfonyl]-6-(3-fluoro-5-methoxyphenyl)-2-(2,4,6-trimethylphenoxy)pyridin-3-carboxamid